boron-lead-aluminum [Al].[Pb].[B]